2,2'-methylene-bis(6-nonyl-4-methyl-phenol) C(C1=C(C(=CC(=C1)C)CCCCCCCCC)O)C1=C(C(=CC(=C1)C)CCCCCCCCC)O